C(C1=CC=CC=C1)N1CCC(CC1)NC(C1=CC(=C(C=C1)C1=CC(=NC=C1)NC(=O)C1CC1)[N+](=O)[O-])=O N-(1-Benzylpiperidin-4-yl)-4-(2-(cyclopropanecarboxamido)pyridin-4-yl)-3-nitrobenzamide